N-(6-ETHYL-1-METHYL-1H-INDAZOL-7-YL)-1-(4-(TRIFLUOROMETHOXY)PYRIDIN-2-YL)-1H-PYRAZOLE-4-SULFONAMIDE C(C)C1=CC=C2C=NN(C2=C1NS(=O)(=O)C=1C=NN(C1)C1=NC=CC(=C1)OC(F)(F)F)C